tert-butyl 2-(7-(3-cyanophenyl)-4-oxo-2-(piperidin-1-ylmethyl)furo[2,3-d]pyridazin-5(4H)-yl)acetate C(#N)C=1C=C(C=CC1)C1=NN(C(C2=C1OC(=C2)CN2CCCCC2)=O)CC(=O)OC(C)(C)C